6-chloro-N-(4-phenoxyphenyl)pyrido[3,2-d]pyrimidin-4-amine ClC=1C=CC=2N=CN=C(C2N1)NC1=CC=C(C=C1)OC1=CC=CC=C1